(S)-4-amino-5-(((S)-6-(4-(4-iodophenyl)butanamido)-1-methoxy-1-oxohexan-2-yl)amino)-5-oxopentanoic acid N[C@@H](CCC(=O)O)C(=O)N[C@H](C(=O)OC)CCCCNC(CCCC1=CC=C(C=C1)I)=O